ammonium galactarate O=C([C@H](O)[C@@H](O)[C@@H](O)[C@H](O)C(=O)[O-])[O-].[NH4+].[NH4+]